Palladium(II) bis-triphenylphosphine dichloride [Cl-].[Cl-].C1(=CC=CC=C1)P(C1=CC=CC=C1)C1=CC=CC=C1.C1(=CC=CC=C1)P(C1=CC=CC=C1)C1=CC=CC=C1.[Pd+2]